tert-butyl (S)-(1-(4-chloro-3-(1-(difluoromethyl)-1H-1,2,4-triazol-5-yl)phenyl)-2-hydroxyethyl)carbamate ClC1=C(C=C(C=C1)[C@@H](CO)NC(OC(C)(C)C)=O)C1=NC=NN1C(F)F